(2-methyl-6-(6-methyl-7-oxo-6,7-dihydro-1H-pyrrolo[2,3-c]pyridin-4-yl)-1-(3-(trifluoromethyl)benzyl)-1H-benzo[d]imidazol-4-yl)ethylsulfonamide CC1=NC2=C(N1CC1=CC(=CC=C1)C(F)(F)F)C=C(C=C2CCS(=O)(=O)N)C=2C1=C(C(N(C2)C)=O)NC=C1